(4,4-difluoropiperidin-1-yl)(3,4-dihydro-2H-benzo[b][1,4]oxazin-7-yl)methanone tert-Butyl-N-[[4-hydroxy-4-(trifluoromethyl)cyclohexylidene]amino]carbamate C(C)(C)(C)OC(NN=C1CCC(CC1)(C(F)(F)F)O)=O.FC1(CCN(CC1)C(=O)C=1C=CC2=C(OCCN2)C1)F